COC(=O)N1C(CCC1C)CO[C@H]1C[C@H]2C[C@]2(CC1)C1=NC=C(C=N1)F (((1r,3r,6s)-6-(5-fluoropyrimidin-2-yl)bicyclo[4.1.0]hept-3-yloxy)methyl)-5-methylpyrrolidine-1-carboxylic acid methyl ester